N-(2-(benzylamino)-1-(4-nitrophenyl)-2-oxoethyl)-N-butyl-4-(pyridin-1-yl)butanamide C(C1=CC=CC=C1)NC(C(C1=CC=C(C=C1)[N+](=O)[O-])N(C(CCCN1CC=CC=C1)=O)CCCC)=O